FC1(CCN(CC1)C1=NC(=CC=2N1C=CC2)C(=O)OC)F methyl 1-(4,4-difluoropiperidin-1-yl)pyrrolo[1,2-c]pyrimidine-3-carboxylate